(4-(3-amino-7-(3,3-dimethylbut-1-yn-1-yl)-1H-indazol-5-yl)pyridin-2-yl)carbamic acid ethyl ester C(C)OC(NC1=NC=CC(=C1)C=1C=C2C(=NNC2=C(C1)C#CC(C)(C)C)N)=O